ClC1=C(C(=CC=C1)Cl)CC(=O)NC1=CC(=NC=C1)N(C(C)=O)C1=C(C=CC=C1)C(F)F N-{4-[2-(2,6-dichlorophenyl)acetylamino]pyridin-2-yl}-N-[2-(difluoromethyl)phenyl]acetamide